5-chloro-3-((trimethylsilyl)ethynyl)pyridinecarboxaldehyde ClC=1C=C(C(=NC1)C=O)C#C[Si](C)(C)C